BrC1=NN(C2=NC=C(C=C21)C(=O)O)C2=CC(=CC=C2)OC(F)F 3-bromo-1-(3-(difluoromethoxy)phenyl)-1H-pyrazolo[3,4-b]pyridine-5-carboxylic acid